1-methyl-5-(4,4,5,5-tetramethyl-1,3,2-dioxaborolan-2-yl)indoline CN1CCC2=CC(=CC=C12)B1OC(C(O1)(C)C)(C)C